C1(CC1)C1=C(C(=NO1)C1=NN(C2=NC=NC(=C21)N)C(C)C)C2=CC=NC=C2 3-(5-cyclopropyl-4-(pyridin-4-yl)isoxazol-3-yl)-1-isopropyl-1H-pyrazolo[3,4-d]pyrimidin-4-amine